ClC1=CC(=NC=C1)C(C(C(=O)OC)=C)O methyl 2-((4-chloropyridin-2-yl)(hydroxy)methyl)acrylate